NCCOCCOCC(=O)N1CCN(CC1)CCCCCS(=O)(=O)\C=C/[C@@H](C)NC(=O)C1(CCN(CC1)S(=O)(=O)C1=C(C=C(C=C1)Br)C1=C(C=CC=C1)Cl)F (R,Z)-N-(4-((5-(4-(2-(2-(2-Aminoethoxy)ethoxy)acetyl)piperazin-1-yl)pentyl)sulfonyl)but-3-en-2-yl)-1-((5-bromo-2'-chloro-[1,1'-biphenyl]-2-yl)sulfonyl)-4-fluoropiperidine-4-carboxamide